ClC1=NC=C(C(=C1)C1=C(C=NC(=C1)C)C(=O)NC=1SC(=NN1)OC1CCC(CC1)(C)O)OC 2'-chloro-N-(5-(((1r,4r)-4-hydroxy-4-methylcyclohexyl)oxy)-1,3,4-thiadiazol-2-yl)-5'-methoxy-6-methyl-(4,4'-bipyridine)-3-carboxamide